C(C)(C)C=1OC(=CN1)CN1N=CC(=C1)CN (1-((2-isopropyloxazol-5-yl)methyl)-1H-pyrazol-4-yl)methanamine